Propylene glycol formate C(=O)O.C(C(C)O)O